N1C[C@H](CCC1)CN1CCC(CC1)N1CCC(CC1)N1C[C@H]2N(C=3C(=NN=C(C3)C3=C(C=CC=C3)O)NC2)CC1 2-((S)-8-(1'-((S)-piperidin-3-ylmethyl)-[1,4'-bipiperidin]-4-yl)-6,6a,7,8,9,10-hexahydro-5H-pyrazino[1',2':4,5]pyrazino[2,3-c]pyridazin-2-yl)phenol